C(=O)O.CC1=CC=C(C=C1)C12C(OCCN1)CCCC2 4a-(4-methylphenyl)octahydro-2H-benzo[b][1,4]oxazine formate